3-cyclopropyl-6-{[3-(2,3-dichloro-6-fluorophenyl)-1-[(2E)-4-methoxybut-2-enoyl]pyrrolidin-3-yl]amino}-8-fluoroquinazolin-4-one C1(CC1)N1C=NC2=C(C=C(C=C2C1=O)NC1(CN(CC1)C(\C=C\COC)=O)C1=C(C(=CC=C1F)Cl)Cl)F